1-(2-(isoindolin-2-yl)-7-methyl-4-oxo-4H-pyrido[1,2-a]pyrimidin-9-yl)-4-methyl-5-oxopiperazine-2-carboxylic acid C1N(CC2=CC=CC=C12)C=1N=C2N(C(C1)=O)C=C(C=C2N2C(CN(C(C2)=O)C)C(=O)O)C